2-(2-oxabicyclo[2.1.1]hexan-4-yl)-N-(6-(difluoromethyl)pyridin-2-yl)-7-isopropoxyimidazo[1,2-a]pyridine-6-carboxamide C12OCC(C1)(C2)C=2N=C1N(C=C(C(=C1)OC(C)C)C(=O)NC1=NC(=CC=C1)C(F)F)C2